butyl (S)-2-(5-((1-(dibenzo[b,d]furan-2-yl)ethyl)amino)-6-oxopyrimidin-1(6H)-yl)acetate C1=C(C=CC=2OC3=C(C21)C=CC=C3)[C@H](C)NC3=CN=CN(C3=O)CC(=O)OCCCC